NC1=C(C=CC(=C1F)NCC1=CC=C(C=C1)C(F)(F)F)NC(CCCCCC)=O N-(2-Amino-3-fluoro-4-((4-(trifluoromethyl)benzyl)amino)phenyl)heptanamid